N-[1-[[2-chloro-5-[2-[cyclopropyl(methyl)carbamoyl]-4-pyridyl]phenyl]methyl]-2-[4-(4-methyl-1,2,4-triazol-3-yl)anilino]-2-oxo-ethyl]-3-methyl-isoxazole-4-carboxamide ClC1=C(C=C(C=C1)C1=CC(=NC=C1)C(N(C)C1CC1)=O)CC(C(=O)NC1=CC=C(C=C1)C1=NN=CN1C)NC(=O)C=1C(=NOC1)C